C(CCCCCCCCC)NC1=CC(C(C=C1)=O)=O 4-decylamino-1,2-benzoquinone